iminogold N=[Au]